C(C)OC(C[C@@H]1CN(CC1)C=1C2=C(N=C(N1)S(=O)(=O)C)C(CC2)(F)F)=O.ClC2=CC=C(C=C2)CC(CNC(C(=C)C)=O)C2=CC=CC=C2 N-(3-(4-chlorophenyl)-2-phenylpropyl)methacrylamide ethyl-(R)-2-(1-(7,7-difluoro-2-(methylsulfonyl)-6,7-dihydro-5H-cyclopenta[d]pyrimidin-4-yl)pyrrolidin-3-yl)acetate